6-hydroxy-N-((5-(3-(hydroxyamino)-3-oxopropen-1-yl)thiophen-2-yl)methyl)-2,3-dimethoxyphenanthrene-9-carboxamide OC=1C=C2C=3C=C(C(=CC3C=C(C2=CC1)C(=O)NCC=1SC(=CC1)C=CC(=O)NO)OC)OC